2,2,2-trifluoro-1-(3-methyl-4-(trifluoromethyl)phenyl)ethan-1-amine hydrochloride Cl.FC(C(N)C1=CC(=C(C=C1)C(F)(F)F)C)(F)F